FC1=C(C=CC=C1OC)N1CCN(CC1)CC(CCN1C(C2=CC=CC=C2C1=O)=O)O 2-(4-(4-(2-Fluoro-3-methoxyphenyl)piperazin-1-yl)-3-hydroxybutyl)isoindoline-1,3-dione